C(=C)C1=CC=C(C=C1)[Si](OC)(OC)OC (4-Vinylphenyl)trimethoxysilan